C1=C(NC=N1)C[C@@H](C(=O)O[C@@H]2[C@H](O[C@H]([C@@H]2O)N3C=NC4=C(N=CN=C43)N)COP(=O)(O)O)N The molecule is an L-histidine derivative that is the ester obtained by formal condensation of the carboxy group of L-histidine with the 3'-hydroxy group of AMP. It has a role as a Mycoplasma genitalium metabolite. It is an adenosine 5'-phosphate, a L-histidine derivative, an alpha-amino acid ester and a purine ribonucleoside 5'-monophosphate. It derives from an adenosine 5'-monophosphate.